(R)-5-((E)-2-pyrrolidin-3-ylvinyl)pyrimidine HCl salt Cl.N1C[C@H](CC1)/C=C/C=1C=NC=NC1